CCOC(=O)C1C=CC(N)=CC=1 ethyl aminobenzoate